FC1C(C1)C(=O)NC=1SC2=C(N1)C=CC(=C2)C=2N=NC=CC2C 2-fluoro-N-(6-(4-methylpyridazin-3-yl)benzo[d]thiazol-2-yl)cyclopropane-1-carboxamide